ethyl 4-(4-(3-cyclopropylprop-1-ynyl)phenoxy)-1,2,5-oxadiazole-3-carboxylate C1(CC1)CC#CC1=CC=C(OC=2C(=NON2)C(=O)OCC)C=C1